C(C1=CC=CC=C1)OC=1C(=C(OCC(=O)NC=2C=C(NN2)[C@@H]2C[C@@H](CC2)N(C(O)=O)C(C)C)C=C(C1)C#N)C=O.BrC1=C(C=CC(=C1)C(F)(F)F)SCC1=CC=NC=C1 4-(((2-bromo-4-(trifluoromethyl)phenyl)thio)methyl)pyridine (1R,3S)-3-(5-{2-[3-(benzyloxy)-5-cyano-2-formylphenoxy]acetamido}-2H-pyrazol-3-yl)cyclopentyl-N-isopropylcarbamate